6-amino-7-(7-fluoro-1H-indazol-4-yl)-2-{[2-methoxy-4-(methylsulfonyl)phenyl]amino}-9-(2-methyl-2-propanyl)-7,9-dihydro-8H-purin-8-one NC1=C2N(C(N(C2=NC(=N1)NC1=C(C=C(C=C1)S(=O)(=O)C)OC)C(C)(C)C)=O)C1=C2C=NNC2=C(C=C1)F